3-(4-{2-[1-(2-Ethoxy-ethyl)-1H-pyrazol-4-ylamino]-thiazol-4-yl}-3-fluoro-phenyl)-oxazolidin-2-one C(C)OCCN1N=CC(=C1)NC=1SC=C(N1)C1=C(C=C(C=C1)N1C(OCC1)=O)F